COC(CNC(=O)C1=NC=C(C=C1O)C1=CCN(CC1)S(=O)(=O)C1=CC=CC2=CC=CC=C12)=O (5-(1-(naphthalene-1-sulfonyl)-1,2,5,6-tetrahydropyridin-4-yl)-3-hydroxy-pyridine-2-carbonyl)glycine methyl ester